(Sa)-6-(1-((7-Bromonaphthalin-2-yl)methyl)-4-fluoro-1H-indol-7-carboxamido)spiro[3.3]-heptan BrC1=CC=C2C=CC(=CC2=C1)CN1C=CC2=C(C=CC(=C12)C(=O)NC1CC2(CCC2)C1)F